COC1=C(C=CC(=C1)[N+](=O)[O-])NCCO 1-methoxy-2-β-hydroxyethylamino-5-nitrobenzene